C(C=1C(C(=O)[O-])=CC=CC1)(=O)OCCCCOC(C=C)=O acryloxybutyl phthalate